tert-butyl 4-(2-(2,3-dichloro-4-(2-methylenebutanoyl)phenoxy)acetyl)piperazine-1-carboxylate ClC1=C(OCC(=O)N2CCN(CC2)C(=O)OC(C)(C)C)C=CC(=C1Cl)C(C(CC)=C)=O